C(C)(C)(C)OC(NC1(CCN(CC1)C1=C(N=C2C(=N1)N(N=C2C2=C(C(=CC=C2)Cl)Cl)CC2=CC=C(C=C2)OC)Br)C)=O 1-(5-bromo-3-(2,3-dichlorophenyl)-1-(4-methoxybenzyl)-1H-pyrazolo[3,4-b]Pyrazin-6-yl)-4-methylpiperidin-4-ylcarbamic acid tert-butyl ester